(((2s,4r)-1-([1,1'-biphenyl]-4-yl)-5-ethoxy-4-methyl-5-oxopentan-2-yl)amino)-4-oxobutanoic acid C1(=CC=C(C=C1)C[C@H](C[C@H](C(=O)OCC)C)NC(C(=O)O)CC=O)C1=CC=CC=C1